FC(S(=O)(=O)OC1C(N(C(CC1)=O)CC1=CC=C(C=C1)OC)=O)(F)F 1-[(4-Methoxyphenyl)methyl]-2,6-dioxopiperidin-3-yl trifluoromethanesulfonate